C12C=CC(C(C1)C(=O)OCC(COC(=O)C1C3C=CC(C1)C3)(COC(=O)C3C1C=CC(C3)C1)COC(=O)C1C3C=CC(C1)C3)C2 Pentaerythritol tetra(norborn-2-ene-5-carboxylate)